NC1=CC(=C2N3CCC[C@H]3CCCC3=CC=CC(C(C4=NN=C(C1=N2)O4)(O)C(F)(F)F)=N3)C(F)(F)F (15R)-23-amino-6,21-bis(trifluoromethyl)-26-oxa-3,4,19,24,25-pentaazapentacyclo[18.3.1.12,5.17,11.015,19]hexacosa-1(24),2,4,7(25),8,10,20,22-octaen-6-ol